C(C)(C)(C)OC(=O)N[C@@H](CCCCNC(=O)OC(C)(C)C)C(=O)O Nα,Nε-di-tert-butyloxycarbonyl-L-Lysine